C(CCC\C=C/CC)OC(CCC(=O)OCCCCCCN(CCCCCCCC(=O)OCCCCCCCCCC)CCO)OCCCC\C=C/CC decyl 8-((6-((4,4-bis(((Z)-oct-5-en-1-yl)oxy)butanoyl)oxy)hexyl)(2-hydroxyethyl)amino)octanoate